ClC1=CC(=C(C=C1)C1=C(C=C(S1)C(C(F)(F)F)(C(F)(F)F)O)C1=C(C=C(C=C1)Cl)C)CO 2-(5-(4-chloro-2-(hydroxymethyl)phenyl)-4-(4-chloro-2-methylphenyl)thiophen-2-yl)-1,1,1,3,3,3-hexafluoropropan-2-ol